3-[(6-chloro-4-{3-[(4-methyl-1,2,4-triazol-3-yl)methyl]oxetan-3-yl}pyridin-2-yl)sulfanyl]propane-1,2-diol ClC1=CC(=CC(=N1)SCC(CO)O)C1(COC1)CC1=NN=CN1C